1-naphthylmethyl-p-hydroxyphenyl-sulfonium hexafluorobenzoate FC1C(C(C(C(=O)[O-])(C=C1)F)(F)F)(F)F.C1(=CC=CC2=CC=CC=C12)C[SH+]C1=CC=C(C=C1)O